C(C)[C@]12N(C=3C(=NN=C(C3)C3=C(C(=CC=C3)F)O)NC1)C[C@@H](C2)OC2=NC(=C(N=C2)C=C)C 2-((6aR,8R)-6a-Ethyl-8-((6-methyl-5-vinylpyrazin-2-yl)oxy)-5,6,6a,7,8,9-hexahydropyrrolo[1',2':4,5]pyrazino[2,3-c]pyridazin-2-yl)-6-fluorophenol